4-Carboxy-phenylalanine C(=O)(O)C1=CC=C(C[C@H](N)C(=O)O)C=C1